N-(cyclohexyl)-N-(2,2-difluoro-3beta,7beta-dihydroxy-5beta-cholan-24-yl)-2-amino-ethanesulfonic acid sodium salt [Na+].C1(CCCCC1)N(CCS(=O)(=O)[O-])CCC[C@@H](C)[C@H]1CC[C@H]2[C@@H]3[C@H](C[C@@H]4C[C@H](C(C[C@]4(C)[C@H]3CC[C@]12C)(F)F)O)O